(R)-6-Chloro-3-((4-hydroxy-1-(3-phenylbutanoyl)piperidin-4-yl)methyl)-5-methylpyrimidin-4(3H)-one ClC1=C(C(N(C=N1)CC1(CCN(CC1)C(C[C@@H](C)C1=CC=CC=C1)=O)O)=O)C